COC(C1=NC=C(C=C1)N1CCN(CC1)CC=1C=C2NC(C=3N(C2=CC1)C=CC3)=O)=O 5-(4-((4-oxo-4,5-dihydropyrrolo[1,2-a]quinoxalin-7-yl)methyl)piperazin-1-yl)picolinic acid methyl ester